C(C)(C)(C)N1N=C(C=C1)C(=O)NCC1=C(C=C(C=C1)C=1C=2N(C=C(N1)C=1C=NN(C1)C)N=CC2)C(F)F 1-(tert-butyl)-N-(2-(difluoromethyl)-4-(6-(1-methyl-1H-pyrazol-4-yl)pyrazolo[1,5-a]pyrazin-4-yl)benzyl)-1H-pyrazole-3-carboxamide